C1(CC1)NC(=O)C1=NC=C(C=C1)O[C@@H]1[C@H](N(C1)CC=1C=NC=2C=C(C(NC2C1)=O)CC)C N-cyclopropyl-5-{[(2r,3s)-1-[(7-ethyl-6-oxo-5H-1,5-naphthyridin-3-yl)methyl]-2-methylazetidin-3-yl]oxy}pyridine-2-carboxamide